2-((((2S,4S)-4-(aminomethyl)-1-benzylpyrrolidin-2-yl)methyl)amino)-1-phenyl-2λ2-ethan-1-one NC[C@@H]1C[C@H](N(C1)CC1=CC=CC=C1)CN[C]C(=O)C1=CC=CC=C1